N-(2-chloro-5-(4-((1-phenylethyl)-amino)quinazolin-6-yl)pyridin-3-yl)-2-morpholino-ethane-1-sulfonamide ClC1=NC=C(C=C1NS(=O)(=O)CCN1CCOCC1)C=1C=C2C(=NC=NC2=CC1)NC(C)C1=CC=CC=C1